N-(2-carbamoyl-4-chloro-6-methyl-phenyl)-2-(3-chloro-2-pyridyl)-5-[[5-(3-pyridyl)tetrazol-2-yl]methyl]pyrazole-3-carboxamide C(N)(=O)C1=C(C(=CC(=C1)Cl)C)NC(=O)C=1N(N=C(C1)CN1N=C(N=N1)C=1C=NC=CC1)C1=NC=CC=C1Cl